cis-N-methyl-1-(4-(3-tolyl)-4,7-dihydro-5H-thieno[2,3-c]pyran-7-yl)methylamine CNC[C@@H]1OC[C@@H](C2=C1SC=C2)C=2C=C(C=CC2)C